1-(7-{8-(2,2-difluoroethoxy)-7-(5-methyl-1H-indazol-4-yl)-2-[(1-methylpiperidin-4-yl)oxy]-6-vinylquinazolin-4-yl}-2,7-diazaspiro[3.5]non-2-yl)prop-2-en-1-one FC(COC=1C(=C(C=C2C(=NC(=NC12)OC1CCN(CC1)C)N1CCC2(CN(C2)C(C=C)=O)CC1)C=C)C1=C2C=NNC2=CC=C1C)F